C(CC(=O)NCCS(=O)(=O)[O-])[C@@H](C(=O)[O-])[NH3+] The molecule is an organosulfonate oxoanion resulting from the deprotonation of the sulfonic acid moiety of glutaurine zwitterion. The major species at pH 7.3. It has a role as an anticonvulsant, an anxiolytic drug and a hormone. It is a conjugate base of a glutaurine zwitterion.